COC(\C(=C/C(=O)OC)\OC1=C(C=C(C=C1)F)OC)=O 2-(4-fluoro-2-methoxybenzeneOxy)maleic acid dimethyl ester